6-chloro-3-(3-chlorophenoxy)-N-[2-(2,4-dimethylphenyl)-2,2-difluoroethyl]-5-methyl-pyridazine-4-carboxamide ClC1=C(C(=C(N=N1)OC1=CC(=CC=C1)Cl)C(=O)NCC(F)(F)C1=C(C=C(C=C1)C)C)C